CNC=1N=C(C(=NC1C=1C2=C(C=NC1)N(C=N2)C)C(=O)N)NC=2C=NC(=C(C2)C)N2CCOCC2 5-(Methylamino)-6-(3-methylimidazo[4,5-c]pyridin-7-yl)-3-[(5-methyl-6-morpholino-3-pyridyl)amino]pyrazin-2-carboxamid